6-methoxy-2H-indazole-5-carboxylic acid COC=1C(=CC2=CNN=C2C1)C(=O)O